ClC1=C(C=CC(=C1)NCC=1SC(=CC1)Cl)NC(CC1=CC=CC=C1)=O N-{2-Chloro-4-[(5-chloro-thiophen-2-ylmethyl)-amino]-phenyl}-2-phenyl-acetamide